C1(=CC(=CC=C1)CNC(C1=C(C=CC(=C1)NC(C(C)C)=O)N(C)C)=O)C1=CC=CC=C1 N-([1,1'-biphenyl]-3-ylmethyl)-2-(dimethylamino)-5-isobutyrylaminobenzamide